C(C)N1N=C(C2=CC=CC=C2C1=O)C(=O)N1CCN(CC1)C(=O)OC(C)(C)C tert-butyl 4-(3-ethyl-4-oxo-phthalazine-1-carbonyl)piperazine-1-carboxylate